N-ethylpyrrolidone tetrafluoroborate F[B-](F)(F)F.C(C)N1C(CCC1)=O